1-(3,5-diisopropyl-[1,1':4',1''-terphenyl]-4-yl)-2-(2-methyldibenzo[b,d]furan-4-yl)-1H-benzo[d]imidazole C(C)(C)C=1C=C(C=C(C1N1C(=NC2=C1C=CC=C2)C2=CC(=CC1=C2OC2=C1C=CC=C2)C)C(C)C)C2=CC=C(C=C2)C2=CC=CC=C2